1-Amino-2-(3-methoxy-2,6-dimethylphenyl)-2,8-dihydro-9H-2,3,8-triazabenzo[cd]Azulen-9-one NC=1N(C2=C3C(C=CNC(C13)=O)=CC=N2)C2=C(C(=CC=C2C)OC)C